1-[3-chloro-5-(2-aminoethylamino)phenyl]-3-(3-fluoro-2-hydroxymethylphenyl)urea ClC=1C=C(C=C(C1)NCCN)NC(=O)NC1=C(C(=CC=C1)F)CO